tert-butyl rac-(3aR,7aS)-5-[1-(2,6-dioxo-3-piperidyl)indolin-4-yl]-3,3a,4,6,7,7a-hexahydro-2H-pyrrolo[3,2-c]pyridine-1-carboxylate O=C1NC(CCC1N1CCC2=C(C=CC=C12)N1C[C@@H]2[C@H](CC1)N(CC2)C(=O)OC(C)(C)C)=O |r|